(R)-5-(5-(1-(3,5-dichloropyridin-4-yl)ethoxy)-6-methoxy-1H-indazol-3-yl)-2-(3-(isobutylamino)-3-methylazetidin-1-yl)nicotinonitrile ClC=1C=NC=C(C1[C@@H](C)OC=1C=C2C(=NNC2=CC1OC)C=1C=NC(=C(C#N)C1)N1CC(C1)(C)NCC(C)C)Cl